CC1=NC2=CC(=CC=C2C=C1)N(NOC(C)(C)C)C(=O)NN N'-(2-methylquinolin-7-yl)tert-butoxycarbohydrazide